O1C(CNC2=C1C=CC=C2)=O (1,4)benzoxazin-2(3H)-one